[I-].C(C(=C)C)(=O)NCCCCC[NH2+]C 5-(methacryloylamino)pentylmethyl-ammonium iodide